C(C)C=1C=C2CC(CC2=CC1CC)NC[C@@H](O)C1=C2C=CC(NC2=C(C=C1)OCC(=O)C1=CC=C(C=C1)F)=O (S)-5-(2-((5,6-diethyl-2,3-dihydro-1H-inden-2-yl)amino)-1-hydroxyethyl)-8-(2-(4-fluorophenyl)-2-oxoethoxy)quinolin-2(1H)-one